ClC1=C(C=2N=C(N=C(C2C=N1)NCC1(CCC1)N(C)C)OCC12CCCN2CCC1)F 7-chloro-N-((1-(dimethylamino)cyclobutyl)methyl)-8-fluoro-2-((tetrahydro-1H-pyrrolizin-7a(5H)-yl)methoxy)pyrido[4,3-d]pyrimidine-4-amine